(2S)-N1-(1-(4-(benzyloxy)-3-fluoro-5-nitrophenyl)-2-methoxyethyl)-3,3,3-trifluoropropane-1,2-diamine C(C1=CC=CC=C1)OC1=C(C=C(C=C1[N+](=O)[O-])C(COC)NC[C@@H](C(F)(F)F)N)F